1-((3,7-dimethylnon-6-en-1-yl)oxy)-3-methoxybenzene CC(CCOC1=CC(=CC=C1)OC)CCC=C(CC)C